C1(=CC=CC=C1)C(C(=O)O)N1CC(C1)NC(CCCC1=NC=2NCCCC2C=C1)=O 2-phenyl-2-(3-(4-(5,6,7,8-tetrahydro-1,8-naphthyridin-2-yl)butyrylamino)azetidin-1-yl)acetic acid